CON(S(NCCC)(=O)=O)CC1=CC=C(C=C1)C1=NOC(=N1)C(F)(F)F 3-[4-[[methoxy(propylsulfamoyl)amino]methyl]phenyl]-5-(trifluoromethyl)-1,2,4-oxadiazole